COC1=CC=C(C=C1)C(=COC(C(=O)OC)(C)C)C methyl 2-((2-(4-methoxyphenyl)prop-1-en-1-yl)oxy)-2-methylpropanoate